3-(4-methyl-3-nitrophenyl)acrylic acid CC1=C(C=C(C=C1)C=CC(=O)O)[N+](=O)[O-]